NC1=CC(=C(C=C1)C1CN(C1)C(=O)OC(C)(C)C)F tert-Butyl 3-(4-amino-2-fluorophenyl)azetidine-1-carboxylate